(1R,4R)-4-(7-(2,6-DIOXOPIPERIDIN-3-YL)-1,2,3,4-TETRAHYDROISOQUINOLINE-2-CARBONYL)CYCLOHEXANE-1-CARBOXYLIC ACID O=C1NC(CCC1C1=CC=C2CCN(CC2=C1)C(=O)C1CCC(CC1)C(=O)O)=O